2-bromo-5-((1r,3r)-3-morpholinocyclobutoxy)benzonitrile BrC1=C(C#N)C=C(C=C1)OC1CC(C1)N1CCOCC1